(3R*,4R*)-1-Cyclohexyl-4-{[5-(2,4-difluoro-phenyl)-isoxazole-3-carbonyl]-amino}-piperidine-3-carboxylic acid (3,3,3-trifluoro-1,1-dimethyl-propyl)-amide FC(CC(C)(C)NC(=O)[C@@H]1CN(CC[C@H]1NC(=O)C1=NOC(=C1)C1=C(C=C(C=C1)F)F)C1CCCCC1)(F)F |o1:9,14|